CN([C@@H]1CN(CC1)C(=O)C=1C=C2C(=NNC2=CC1)C#CC1=C(C=CC=C1)NC(C)=O)C (S)-N-(2-((5-(3-(dimethylamino)pyrrolidine-1-carbonyl)-1H-indazol-3-yl)ethynyl)phenyl)acetamide